7-bromofuro[2,3-c]quinoline-2-carbonitrile BrC=1C=CC=2C3=C(C=NC2C1)OC(=C3)C#N